FC1([C@@H](O[C@@H]([C@H]1O)CO)N1C(N=C(C=C1)NC(=O)C1=NC(=CC=C1)C1=CC=CC=C1)=O)F N-(1-((2R,4R,5R)-3,3-difluoro-4-hydroxy-5-(hydroxymethyl)tetrahydrofuran-2-yl)-2-oxo-1,2-dihydropyrimidin-4-yl)-6-phenylpyridinecarboxamide